N1=CN=C2N=CN(C2=C1)C(=O)[O-] 7H-purine-7-carboxylate